7-chloro-2-ethyl-6-(4-fluoro-6-morpholino-1H-benzo[d]imidazol-2-yl)-4-(4-methoxybenzyl)-2,4-dihydro-5H-pyrazolo[4,3-b]pyridin-5-one ClC=1C=2C(N(C(C1C1=NC3=C(N1)C=C(C=C3F)N3CCOCC3)=O)CC3=CC=C(C=C3)OC)=CN(N2)CC